5'-fluoro-6'-(1-fluorocyclopropyl)-2'-(4-methoxybenzyl)-2',3'-dihydro-1'H-spiro[cyclopropane-1,4'-isoquinolin]-1'-one FC1=C2C3(CN(C(C2=CC=C1C1(CC1)F)=O)CC1=CC=C(C=C1)OC)CC3